O=C1N=CC=NC=C1NC1=NC2=C(C=CC=C2C=2N1N=C(N2)C=2C=NNC2)C#N 5-{[(6R)-5-oxo-1,4-diazepin-6-yl]amino}-2-(1H-pyrazol-4-yl)[1,2,4]triazolo[1,5-c]quinazoline-7-carbonitrile